2-chloro-4-methyl-6-(trifluoromethyl)pyridine-3-carbonitrile ClC1=NC(=CC(=C1C#N)C)C(F)(F)F